ClC=1C=C(CNC2=NC=C(C=N2)CCCC(=O)O)C=C(C1)Cl 4-(2-((3,5-dichlorobenzyl)amino)pyrimidin-5-yl)butanoic acid